3-((4-fluorophenyl)ethynyl)-4-((4-nitrobenzyl)sulfonyl)benzoic acid Methyl-3-((4-fluorophenyl)ethynyl)-4-((4-nitrobenzyl)sulfonyl)benzoate COC(C1=CC(=C(C=C1)S(=O)(=O)CC1=CC=C(C=C1)[N+](=O)[O-])C#CC1=CC=C(C=C1)F)=O.FC1=CC=C(C=C1)C#CC=1C=C(C(=O)O)C=CC1S(=O)(=O)CC1=CC=C(C=C1)[N+](=O)[O-]